N1N=CC(=C1)C1=NC(=NC=C1)N[C@H]1CN(CC1)C(=O)C1=CC=C(C=C1)NC(C=C)=O (R)-N-(4-(3-((4-(1H-pyrazol-4-yl)pyrimidin-2-yl)amino)pyrrolidine-1-carbonyl)phenyl)acrylamide